C(CCCCCCC\C=C/C\C=C/CCCCC)(=O)O.C(CCCCCCC\C=C/C\C=C/CCCCC)(=O)O.C(CCCCCCCCCCC)O dodecanol dilinoleate